FC(CNC(C(CC1=CC=C(C=C1)C#CC=1C=NC(=NC1)C(F)(F)F)C=1N=CNC(C1O)=O)=O)F N-(2,2-difluoroethyl)-2-(5-hydroxy-6-oxo-1,6-dihydropyrimidin-4-yl)-3-(4-((2-(trifluoromethyl)pyrimidin-5-yl)ethynyl)phenyl)propanamide